1-((1-acryloylazetidin-3-yl)methyl)-7-chloro-6-(1H-indol-4-yl)quinoxalin-2(1H)-one C(C=C)(=O)N1CC(C1)CN1C(C=NC2=CC(=C(C=C12)Cl)C1=C2C=CNC2=CC=C1)=O